CC1=NC=C(C(=C1)B1OC(C(O1)(C)C)(C)C)C 2,5-Dimethyl-4-(4,4,5,5-tetramethyl-1,3,2-dioxaborolan-2-yl)pyridine